6-chloro-5-methoxy-3-(1H-pyrazol-4-yl)-2-(3-(trifluoromethyl)-1H-1,2,4-triazol-5-yl)-1H-indole ClC1=C(C=C2C(=C(NC2=C1)C1=NC(=NN1)C(F)(F)F)C=1C=NNC1)OC